4-ethyl-N-[2-methyl-3-(4,4,5,5-tetramethyl-1,3,2-dioxaborolan-2-yl)phenyl]benzamide C(C)C1=CC=C(C(=O)NC2=C(C(=CC=C2)B2OC(C(O2)(C)C)(C)C)C)C=C1